N'-(4-([1,2,4]triazolo[1,5-a]pyridin-7-yloxy)-3-methylphenyl)-N6-(4,4-dimethyl-4,5-dihydrooxazol-2-yl)quinazoline-4,6-diamine N=1C=NN2C1C=C(C=C2)OC2=C(C=C(C=C2)N(C=2C=C1C(=NC=NC1=CC2)N)C=2OCC(N2)(C)C)C